6-(2-chloro-4-methylphenyl)-3-(pyridin-2-ylmethyl)benzimidazole-4-carboxylic acid ClC1=C(C=CC(=C1)C)C=1C=C(C2=C(N=CN2CC2=NC=CC=C2)C1)C(=O)O